2-Methyl-5,7-diphenyl-4-(trifluoromethyl)-5H-indeno[1,2-b]pyridine CC1=CC(=C2C(=N1)C1=CC=C(C=C1C2C2=CC=CC=C2)C2=CC=CC=C2)C(F)(F)F